3-(4-((3-chlorobenzyl)oxy)phenyl)acrylamide ClC=1C=C(COC2=CC=C(C=C2)C=CC(=O)N)C=CC1